ClC=1C(=C(C=CC1)C1(CN(C(C2=C1N=C(N=C2N(C)C)S(=O)C)=O)C2=NC=CC=C2F)C)F 8-(3-chloro-2-fluorophenyl)-4-(dimethylamino)-6-(3-fluoropyridin-2-yl)-2-(methanesulfinyl)-8-methyl-7,8-dihydropyrido[4,3-d]pyrimidin-5(6H)-one